OC1=CC=C(C=C1)C(=C(CC)C1=CC=C(C=C1)O)C1=CC=C(C=C1)N1CCC(CC1)CN1CC2CCC(C1)N2C=2C=C1C(N(C(C1=CC2F)=O)C2C(NC(CC2)=O)=O)=O 5-(3-((1-(4-(1,2-bis(4-hydroxyphenyl)but-1-en-1-yl)phenyl)piperidin-4-yl)methyl)-3,8-diazabicyclo[3.2.1]octan-8-yl)-2-(2,6-dioxopiperidin-3-yl)-6-fluoroisoindoline-1,3-dione